phenyl-(benzyl)phosphorus chloride C1(=CC=CC=C1)P(CC1=CC=CC=C1)Cl